Methyl 3-chloro-6-(2-chloro-4-(trifluoromethoxy) phenyl)picolinate ClC=1C(=NC(=CC1)C1=C(C=C(C=C1)OC(F)(F)F)Cl)C(=O)OC